[Si](C)(C)(C(C)(C)C)OC[C@H](NC(=O)C=1N=C(SC1)N1CCN(CC1)C(=O)C1CCOCC1)C(=O)OC methyl O-(tert-butyldimethylsilyl)-N-(2-(4-(tetrahydro-2H-pyran-4-carbonyl)piperazin-1-yl)thiazole-4-carbonyl)-L-serinate